2,4,6-trifluoro-N-[6-[(1-methyl-4-piperidinyl)carbonyl]-2-pyridyl]Benzamide Prop-2-yn-1-yl-(E)-4-[4-(3-chloro-10,11-dihydro-dibenzo[b,f]azepin-5-yl)-butylamino]but-2-enoate C(C#C)OC(\C=C\CNCCCCN1C2=C(CCC3=C1C=CC=C3)C=CC(=C2)Cl)=O.FC2=C(C(=O)NC3=NC(=CC=C3)C(=O)C3CCN(CC3)C)C(=CC(=C2)F)F